NC=1SC(=NN1)C1=CC=NC=C1 2-amino-5-(4-pyridinyl)-1,3,4-thiadiazole